pyrrolo[3,4-c]pyrrole C1=NC=C2C1=CN=C2